OC=1C=C(C=CC1)CN1CCC(CC1)CCNC(C1=CC=C(C=C1)OC1=CC=CC=C1)=O N-(2-{1-[(3-hydroxyphenyl)methyl]piperidin-4-yl}ethyl)-4-phenoxybenzamide